heptan-2-ol CC(CCCCC)O